C(C)(C)(C)OC(=O)N1CCN(CC1)C(C)C1=CC2=C(OCCO2)C=C1 4-(1-(2,3-dihydrobenzo[b][1,4]dioxin-6-yl)ethyl)piperazine-1-carboxylic acid tert-butyl ester